N1=C(C=NC=C1)CN1C=NC(=C1)C(=O)N 1-(pyrazin-2-ylmethyl)-1H-imidazole-4-carboxamide